1-(4-Nitro-1H-indol-3-yl)ethan-1-one tert-Butyl-7-[[4-(trifluoromethylsulfonyl)phenyl]methyl]-2,7-diazaspiro[3.5]nonane-2-carboxylate C(C)(C)(C)OC(=O)N1CC2(C1)CCN(CC2)CC2=CC=C(C=C2)S(=O)(=O)C(F)(F)F.[N+](=O)([O-])C2=C1C(=CNC1=CC=C2)C(C)=O